3,5-dimethyl-4-(4,4,5,5-tetramethyl-1,3,2-dioxaborolane-2-yl)-1-(tetrahydro-2H-pyran-2-yl)-1H-pyrazolo[4,3-b]pyridine CC=1NN(C=2C1N(C(=CC2)C)B2OC(C(O2)(C)C)(C)C)C2OCCCC2